3-ethyl-1-phenylpentan-3-yl methacrylate (3-methyl-1-phenylpentan-3-yl methacrylate) CC(CCC1=CC=CC=C1)(CC)C=C(C(=O)O)C.C(C(=C)C)(=O)OC(CCC1=CC=CC=C1)(CC)CC